C(C1=CC=CC=C1)OC(=O)N1CC(CC(C1)C1=NC2=NC(=CC=C2C=C1)C1=C(C=C(C=C1C)C)OC)CC(=O)O 2-[1-benzyloxycarbonyl-5-[7-(2-methoxy-4,6-dimethyl-phenyl)-1,8-naphthyridin-2-yl]-3-piperidyl]acetic acid